ClC1=NC(=NC=N1)NC=1C=CC(=C(C1)C(C(=O)N)=C)C (5-((4-chloro-1,3,5-triazin-2-yl)amino)-2-methylphenyl)acrylamide